tert-butyl 1-methyl-3-vinyl-1,4,6,7-tetrahydro-5H-pyrazolo[4,3-f][1,4]oxazepine-5-carboxylate CN1N=C(C=2CN(CCOC21)C(=O)OC(C)(C)C)C=C